FC(OC1=CC=CC=2C(N([C@H]3C=4N([C@@H](C21)C3)C3=C(N4)C=CC(=C3)C#CC=3C=NOC3)C([2H])([2H])[2H])=O)F (7R,14R)-1-(difluoromethoxy)-11-(isoxazol-4-ylethynyl)-6-(methyl-d3)-6,7-dihydro-7,14-methanobenzo[f]benzo[4,5]imidazo[1,2-a][1,4]diazocin-5(14H)-one